7-[(dimethylamino)methyl]-6-hydroxy-1-benzothiophene-3-carboxylate CN(C)CC1=C(C=CC=2C(=CSC21)C(=O)[O-])O